COC(=O)C=CC=C 1-(methoxycarbonyl)-1,3-butadiene